7-(3-ethoxy-1-(1-(2-(2-hydroxyethoxy)ethyl)-4-methyl-1H-benzo[d][1,2,3]triazol-5-yl)-3-oxopropyl)-3,4-dihydroisoquinoline-2(1H)-carboxylate C(C)OC(CC(C1=C(C2=C(N(N=N2)CCOCCO)C=C1)C)C1=CC=C2CCN(CC2=C1)C(=O)[O-])=O